FC1=C(C=C(C=C1)OC=1C(=C2C=CNC2=C(C1F)F)F)C1=NC(=NN1C)[C@@]1(CCOC2=C(C=CC=C12)CCC(=O)OCC)C Ethyl 3-[(4R)-4-[5-[2-fluoro-5-[(4,6,7-trifluoro-1H-indol-5-yl)oxy]phenyl]-1-methyl-1,2,4-triazol-3-yl]-4-methyl-chroman-8-yl]propanoate